(R)-(1'-(5-bromo-4-cyano-6-methylpyrimidin-2-yl)-5,6-dihydrospiro[cyclopenta[b]pyridine-7,4'-piperidin]-6-yl)carbamic acid tert-butyl ester C(C)(C)(C)OC(N[C@@H]1CC=2C(=NC=CC2)C12CCN(CC2)C2=NC(=C(C(=N2)C#N)Br)C)=O